(3R)-3-methyl-5-(5-(trifluoromethyl)pyridin-2-yl)morpholine hydrochloride Cl.C[C@H]1NC(COC1)C1=NC=C(C=C1)C(F)(F)F